9,9'-(3,6-di(9H-carbazol-9-yl)-[4,4'-bipyridine]-2,5-diyl)bis(N,N-diphenyl-9H-carbazol-3-amine) C1=CC=CC=2C3=CC=CC=C3N(C12)C=1C(=NC(=C(C1C1=CC=NC=C1)N1C2=CC=CC=C2C=2C=C(C=CC12)N(C1=CC=CC=C1)C1=CC=CC=C1)N1C2=CC=CC=C2C=2C=CC=CC12)N1C2=CC=CC=C2C=2C=C(C=CC12)N(C1=CC=CC=C1)C1=CC=CC=C1